C(C=C)(=O)OC1(CCCCC1)CC ls-1-Ethylcyclohexyl acrylate